(S)-N-(6,7-dichloro-2-(2-methoxyacetyl)-1-methyl-2,3-dihydro-1H-pyrrolo[3,4-c]quinolin-8-yl)-2,2,2-trifluoroacetamide ClC1=C(C(=CC=2C3=C(C=NC12)CN([C@H]3C)C(COC)=O)NC(C(F)(F)F)=O)Cl